1-(1,3,4,5,6,7-hexahydro-7,7-dimethyl-1-isobenzofuranyl)-2-propanone CC1(CCCC=2COC(C12)CC(C)=O)C